[Fe+3].C(C)C(C(=O)[O-])C(CC)=O.C(C)C(C(=O)[O-])C(CC)=O.C(C)C(C(=O)[O-])C(CC)=O tri(ethyl propionylacetate) iron